N-(1-cyclopentyl-3-cyano-1H-indol-5-yl)pyrazine-2-carboxamide C1(CCCC1)N1C=C(C2=CC(=CC=C12)NC(=O)C1=NC=CN=C1)C#N